ethyl [1-(2-cyanopyridin-4-yl)azetidin-3-yl]acetate C(#N)C1=NC=CC(=C1)N1CC(C1)CC(=O)OCC